C1(CC1)COC1=CC2=C(C=3N([C@@H](CO2)C(C)C)C=C(C(C3)=O)C(=O)O)C=C1C (R)-3-(cyclopropylmethoxy)-7-isopropyl-2-methyl-11-oxo-6,7-dihydro-11H-benzo[f]pyrido[1,2-d][1,4]oxazepine-10-carboxylic acid